NC=1C(=NC(=CC1C1CC1)C1=CC(=CC=C1)C1=NOC(=C1)[C@]1(C(N(CC1)C([2H])([2H])[2H])=O)O)C(=O)N (R)-3-amino-4-cyclopropyl-6-(3-(5-(3-hydroxy-1-(methyl-d3)-2-oxopyrrolidin-3-yl)isoxazol-3-yl)phenyl)pyridineamide